C(C)(C)N1C(=NC(=C1)C(F)(F)F)C1=CC=C(C=NS(=O)(=O)C(C)(C)C)C=C1 N-(4-(1-isopropyl-4-(trifluoromethyl)-1H-imidazol-2-yl)benzylidene)-2-methylpropane-2-sulfonamide